platinum-palladium aluminum [Al].[Pd].[Pt]